2-(((2-butylbenzo-[d]oxazol-6-yl)-oxy)methyl)-3,3-difluoroprop-2-en-1-amine hydrochloride Cl.C(CCC)C=1OC2=C(N1)C=CC(=C2)OCC(CN)=C(F)F